COC(=O)C1=CC2=C(N(CC(CS2(=O)=O)(C)CCCC)C2=CC=CC=C2)C=C1OC 3-Butyl-7-methoxy-3-methyl-5-phenyl-2,3,4,5-tetrahydro-1,5-benzothiazepine-8-carboxylic acid methyl ester 1,1-dioxide